4-Cyclohexyl-N-(7-hydroxy-5-methyl-2-propyl[1,2,4]triazolo[1,5-a]pyrimidin-6-yl)benzenesulfonamide C1(CCCCC1)C1=CC=C(C=C1)S(=O)(=O)NC=1C(=NC=2N(C1O)N=C(N2)CCC)C